Tert-butyl 3-[[(R)-2-methylpropane-2-sulfinyl]imino]spiro[furo[2,3-b]pyridine-2,4'-piperidine]-1'-carboxylate CC(C)(C)[S@@](=O)N=C1C=2C(=NC=CC2)OC12CCN(CC2)C(=O)OC(C)(C)C